normal hexadecanoic acid C(CCCCCCCCCCCCCCC)(=O)O